(5-bromo-2-chlorophenyl)(5-methyl-thiophene-2-yl)methanol BrC=1C=CC(=C(C1)C(O)C=1SC(=CC1)C)Cl